NC=1C(=C(C=CC1N)C1(CCN(CC1)C(=O)OC(C)(C)C)C(=O)N1CC(C1)(F)F)F tert-Butyl 4-(3,4-diamino-2-fluorophenyl)-4-(3,3-difluoroazetidine-1-carbonyl)-piperidine-1-carboxylate